5-bromo-N-(5-chloro-2,3-dihydro-1H-inden-2-yl)pyrimidin-2-amine BrC=1C=NC(=NC1)NC1CC2=CC=C(C=C2C1)Cl